C(C)(C)(C)OC(=O)N[C@H](C(=O)O)CCCN=C(NC(OC(C)(C)C)=O)NC(OC(C)(C)C)=O (S)-2-((tert-butoxycarbonyl)amino)-5-((2,2,10,10-tetramethyl-4,8-dioxo-3,9-dioxa-5,7-diazaundecan-6-ylidene)amino)pentanoic acid